7-oxo-7H-pyrano[2,3-d]pyrimidine-6-carboxylic acid methyl ester COC(=O)C1=CC2=C(N=CN=C2)OC1=O